3-(triethoxysilylpropyl-carbamoyl)butyric acid C(C)O[Si](OCC)(OCC)CCCNC(=O)C(CC(=O)O)C